N1CCC2(CC1)[C@@H](CCC1=CC=CC=C12)NS(=O)C(C)(C)C N-((R)-3,4-dihydro-2H-spiro[naphthalene-1,4'-piperidine]-2-yl)-2-methylpropane-2-sulfinamide